C(C)(C)(C)OC(NC1(CC1)C=O)=O (1-Formyl-cyclopropyl)carbamic acid tert-butyl ester